7,9-Difluoro-8-[1-(2-methoxy-ethyl)-1H-indazol-4-yl]-1,4,4-trimethyl-5H-[1,2,4]triazolo[4,3-a]quinoxaline FC=1C=C2NC(C=3N(C2=C(C1C1=C2C=NN(C2=CC=C1)CCOC)F)C(=NN3)C)(C)C